C1(C(C1)N1C(C=C(C(=C1)C(=O)OC)NC1[C@@H]2CN(C[C@H]12)C(=O)OC(C)(C)C)=O)C1CC1 Tert-butyl (1R,5S,6s)-6-((1-((trans)-[1,1'-bi(cyclopropan)]-2-yl)-5-(methoxycarbonyl)-2-oxo-1,2-dihydropyridin-4-yl)amino)-3-azabicyclo[3.1.0]hexane-3-carboxylate